C(C)C1(NC(N(C(C1)=O)C(CCOC)C1=CC(=CC=C1)C(N[C@H]1C[C@@H](OC2=CC=CC=C12)C(F)(F)F)=O)=[NH2+])CC [4,4-diethyl-1-[3-methoxy-1-[3-[[(2R,4S)-2-(trifluoromethyl)chroman-4-yl]carbamoyl]phenyl]propyl]-6-oxo-hexahydropyrimidin-2-ylidene]ammonium